C(C)(C)N(C(C)C)P(OCCC#N)(O[C@@H]1[C@H](O[C@H]([C@@H]1OC)N1C(NC(C=C1)=O)=O)OCP(=O)(OC)OC)[O-] 2-cyanoethyl ((2R,3S,4R,5R)-2-((dimethoxyphosphoryl) methoxy)-5-(2,4-dioxo-3,4-dihydropyrimidin-1(2H)-yl)-4-methoxytetrahydrofuran-3-yl) diisopropylaminophosphite